C(CCC)N1N=C(C(=C1C)NC1=NC(=NC=C1)C1=CC=C(C=C1)N1C(NCC1)=O)C 1-(4-(4-((1-butyl-3,5-dimethyl-1H-pyrazol-4-yl)amino)pyrimidin-2-yl)phenyl)imidazolidin-2-one